(S)-1-(6-(4-((((2-(2-Aminopyrimidin-5-yl)-7-methyl-4-morpholinothieno[3,2-d]pyrimidin-6-yl)methyl)(methyl)amino)methyl)phenyl)-2-methyl-3,4-dihydroquinolin-1(2H)-yl)ethan-1-one NC1=NC=C(C=N1)C=1N=C(C2=C(N1)C(=C(S2)CN(C)CC2=CC=C(C=C2)C=2C=C1CC[C@@H](N(C1=CC2)C(C)=O)C)C)N2CCOCC2